FC(CC(=O)C=1N=C2N(N1)[C@H](C[C@H]2F)C2=CC=CC=C2)(F)F |r| 3,3,3-trifluoro-1-(rac-(5R,7R)-7-fluoro-5-phenyl-6,7-dihydro-5H-pyrrolo[1,2-b][1,2,4]triazol-2-yl)propan-1-one